CN1N=C2[C@@H](N(CCC2=C1C=1OC(=CC1)C)C(=O)C=1C=C2N=CC=NC2=CC1)C (S)-(2,7-dimethyl-3-(5-methylfuran-2-yl)-2,4,5,7-tetrahydro-6H-pyrazolo[3,4-c]pyridin-6-yl)(quinoxalin-6-yl)methanone